ClC=1N=CC2=C(N1)N(C(C(=C2C)C(=C)OCC)=O)C2CCCC2 2-chloro-8-cyclopentyl-6-(1-ethoxyvinyl)-5-methylpyrido[2,3-d]pyrimidin-7(8H)-one